4,6-dimethyl-dibenzothiophene CC1=CC=CC2=C1SC1=C2C=CC=C1C